2-chloro-N'-(5-chloropyrazin-2-yl)-2,2-difluoroacethydrazide ClC(C(=O)NNC1=NC=C(N=C1)Cl)(F)F